ClC1=CC=C2C(=NC=3N(C2=C1)C=NN3)N(C)C3=CC(=CC=C3)N3CC1(C3)CNC1 8-chloro-N-[3-(2,6-diazaspiro[3.3]heptan-2-yl)phenyl]-N-methyl-[1,2,4]triazolo[4,3-a]quinazolin-5-amine